(S)-2-((5-(2-(6-(dimethylamino)-2-methylhex-3-yl)-2,6-diazaspiro[3.4]oct-6-yl)-1,2,4-triazin-6-yl)oxy)-N-ethyl-5-fluoro-N-isopropylbenzamide formate C(=O)O.CN(CCC[C@@H](C(C)C)N1CC2(C1)CN(CC2)C=2N=CN=NC2OC2=C(C(=O)N(C(C)C)CC)C=C(C=C2)F)C